2'-(4,5-Dimethyl-1H-imidazol-2-yl)-N-ethyl-N-methyl-3,4'-bipyridin-5-carboxamid CC=1N=C(NC1C)C1=NC=CC(=C1)C=1C=NC=C(C1)C(=O)N(C)CC